C(C)(C)(C)OC(=O)N1C[C@H](CC1)OCC(F)F 3-(S)-(2,2-difluoroethoxy)pyrrolidine-1-carboxylic acid tert-butyl ester